CNC(=O)OC1=CC=C(C2=CC=CC=C12)O 4-methylcarbamoyloxy-naphthol